5-Hydroxy-3-[2-(hydroxymethyl)-1H-indol-3-yl]-2-methyl-2,3-dihydro-1H-isoindol-1-one OC=1C=C2C(N(C(C2=CC1)=O)C)C1=C(NC2=CC=CC=C12)CO